OCCN1N=CC(=C1)C=1C=CC(=C(C1)S(=O)(=O)NC=1C=NC=2CCNC(C2C1)=O)OC 5-(1-(2-hydroxyethyl)-1H-pyrazol-4-yl)-2-methoxy-N-(5-oxo-5,6,7,8-tetrahydro-1,6-naphthyridin-3-yl)benzenesulfonamide